CN(NC(=O)N)C 1,1-dimethyl-semicarbazide